6-chloro-4-{4-[(2,6-difluorophenyl)methyl]piperazin-1-yl}-1-methyl-2-oxo-1,2-dihydro-1,5-naphthyridine-3-carbonitrile ClC=1N=C2C(=C(C(N(C2=CC1)C)=O)C#N)N1CCN(CC1)CC1=C(C=CC=C1F)F